2-methyl-6-((1S,2S)-2-(2-(methyl-d3)-2H-1,2,3-triazol-4-yl)cyclopropyl)pyrimidin CC1=NC(=CC=N1)[C@@H]1[C@H](C1)C1=NN(N=C1)C([2H])([2H])[2H]